CC1=CC=C(C=C1)S(=O)(=O)OCCOCCOCCOCCOCCOCCOCC1=CC=CC=C1 1-phenyl-2,5,8,11,14,17-hexaoxanonadecan-19-yl 4-methylbenzenesulfonate